1-[[[1-[3-[2-(7-chloro-2-quinolinyl) vinyl] phenyl]-3-[2-(1-hydroxy-1-methylethyl) phenyl] propyl] thio] methyl] cyclopropylacetate C1(CC1)CC(=O)OCSC(CCC1=C(C=CC=C1)C(C)(C)O)C1=CC(=CC=C1)C=CC1=NC2=CC(=CC=C2C=C1)Cl